3-(difluoromethyl)pyrazine-2-sulfonyl chloride FC(C=1C(=NC=CN1)S(=O)(=O)Cl)F